S1C(=NC2=C1C=CC=C2)/C=C/C(=O)N2O[C@@H](C(N1[C@@H]2CN(C([C@@H]1CC(C)(C)C)=O)C1CCN(CC1)CCCO)=O)CC(C)C (3R,6S,9aS)-1-((E)-3-(benzo[d]thiazol-2-yl)acryloyl)-8-(1-(3-hydroxypropyl)piperidin-4-yl)-3-isobutyl-6-neopentyltetrahydropyrazino[2,1-c][1,2,4]oxadiazine-4,7(3H,6H)-dione